[N+](=O)([O-])CC1COC2=C1C=CC=C2 3-Nitromethyl-2,3-dihydrobenzofuran